2,4-bis(trifluoromethyl-phenyl)pyrazino[2,3-D]pyridazine FC(F)(F)C1=C(C=CC=C1)C=1CN(C=2C(=CN=NC2)N1)C1=C(C=CC=C1)C(F)(F)F